C(C)(C)(C)[C@@H]1OC[C@@](N1C(=O)OC(C)(C)C)(C(=O)OC)C([2H])([2H])[2H] 3-(tert-butyl) 4-methyl (2S,4R)-2-(tert-butyl)-4-(methyl-d3)oxazolidine-3,4-dicarboxylate